ClC1=NC2=NC(=CC=C2C(=C1)Cl)C 2,4-dichloro-7-methyl-1,8-naphthyridine